C(CCC)OC=1C=C2C[C@@H](C(=CC2=CC1)CN1CC(C1)(C(=O)O)OC)C 1-{[(3S)-6-butoxy-3-methyl-3,4-dihydro-2-naphthyl]Methyl}-3-methoxy-3-azetidinecarboxylic acid